The molecule is a long-chain fatty acyl-CoA that results from the formal condensation of the thiol group of coenzyme A with the carboxy group of myristic acid. It has a role as an Escherichia coli metabolite and a mouse metabolite. It is a long-chain fatty acyl-CoA and an 11,12-saturated fatty acyl-CoA. It derives from a coenzyme A and a tetradecanoic acid. It is a conjugate acid of a myristoyl-CoA(4-). CCCCCCCCCCCCCC(=O)SCCNC(=O)CCNC(=O)[C@@H](C(C)(C)COP(=O)(O)OP(=O)(O)OC[C@@H]1[C@H]([C@H]([C@@H](O1)N2C=NC3=C(N=CN=C32)N)O)OP(=O)(O)O)O